C1=C(C=CC2=CC=CC=C12)N(C1=CC=CC=C1)C1=C(C(=C(C=C1)N(C1=CC=CC=C1)C1=CC=CC=C1)N(C1=CC2=CC=CC=C2C=C1)C1=CC=CC=C1)N(C1=CC2=CC=CC=C2C=C1)C1=CC=CC=C1 tris[N-(2-naphthyl)-N-phenylamino]triphenylamine